OCCNCC=1C(=CC2=C(N=C(O2)C=2C(=C(C=CC2)C2=CC=CC=C2)C)C1)OCC=1C=C(C#N)C=CC1 3-({[5-{[(2-Hydroxyethyl)amino]methyl}-2-(2-methylbiphenyl-3-yl)-1,3-benzoxazol-6-yl]oxy}methyl)-benzonitril